CC(C)(C)[S@](=O)N[C@@H](CC(=O)OCC)C=1C=NC2=CC=CC=C2C1 (S)-Ethyl 3-((S)-1,1-dimethylethylsulfinamido)-3-(quinolin-3-yl)propanoate